2,4-dimethyl-1-pentene CC(=C)CC(C)C